C(=O)(OCC(CCCC)CC)OOC(=O)OCC(CCCC)CC bis(2-ethylhexyl) peroxydicarbonate